NC1=C(C=C(C=C1)C1=CC=C(C=C1)Cl)NC(C1=CC=C(C=C1)S(=O)(=O)C)=O N-[2-amino-5-(4-chlorophenyl)phenyl]-4-(methylsulfonyl)benzamide